ClN1NC=C(C=C1)Cl 2,5-dichloropyridazine